2-(6'-oxo-1'-phenyl-1',6'-dihydro-[2,3'-bipyridyl]-5'-yl)benzamide O=C1C(=CC(=CN1C1=CC=CC=C1)C1=NC=CC=C1)C1=C(C(=O)N)C=CC=C1